OC[C@H](C[C@H]1C(NCC1)=O)NC([C@H](CC(C)C)NC(OC1(CC1)CC1=CC(=CC=C1)Cl)=O)=O 1-(3-chlorobenzyl)cyclopropyl ((S)-1-(((S)-1-hydroxy-3-((S)-2-oxopyrrolidin-3-yl)propan-2-yl)amino)-4-methyl-1-oxopentan-2-yl)carbamate